OC(CN=C(N(C)C)N(C)C)OCCC[Si](OC)(OC)OC 2-(2-hydroxy-2-(3-(trimeth-oxysilyl)propoxy)ethyl)-1,1,3,3-tetramethylguanidine